NC1=NC=NC2=C(C(=C(C=C12)C)C)C=1C(=C(C=CC1C)O)C (R)-3-(4-amino-6,7-dimethylquinazolin-8-yl)-2,4-dimethylphenol